rhenium disulphide [Re](=S)=S